OC[C@@H](C)[C@H]1[C@@H]2CC[C@H](CN1C(=O)OCC[Si](C)(C)C)N2C(=O)OC(C)(C)C 8-(tert-butyl) 3-(2-(trimethylsilyl)ethyl) (1S,2S,5R)-2-((S)-1-hydroxypropan-2-yl)-3,8-diazabicyclo[3.2.1]octane-3,8-dicarboxylate